alpha-methyl-alpha-(2-pyridyl-dithio)toluene CC(C1=CC=CC=C1)SSC1=NC=CC=C1